C(OC(C)(C)C)(OC=1C(=NC(=NC1N[C@H](C)[C@H](C)O)Cl)Cl)=O tert-butyl (2,4-dichloro-6-(((2R,3S)-3-hydroxybutan-2-yl)amino)pyrimidin-5-yl) carbonate